ClC=1N=NC=CC1SC=1C=2N(C(=NC1)N1CCC3(CCCC3N)CC1)C=CN2 8-(8-((3-chloropyridazin-4-yl)thio)imidazo[1,2-c]pyrimidin-5-yl)-8-azaspiro[4.5]decan-1-amine